ClC1=C(C(=CC=C1)Cl)CCC=1C=C2CCC(C2=CC1)N1CC2(C1)CC(C2)C(=O)OC methyl 2-(5-(2,6-dichlorophenyl ethyl)-2,3-dihydro-1H-inden-1-yl)-2-azaspiro[3.3]heptane-6-carboxylate